C(C)(C)(C)OC(=O)N1N=C(C=2C1=CN=CC2)I 3-iodo-1H-pyrazolo[3,4-c]Pyridine-1-carboxylic acid tert-butyl ester